4-(2-cyclopropyl-6-(4-fluoro-3-(trifluoromethyl)phenyl)imidazo[1,2-a]pyrazin-3-yl)-3,5-difluorophenol C1(CC1)C=1N=C2N(C=C(N=C2)C2=CC(=C(C=C2)F)C(F)(F)F)C1C1=C(C=C(C=C1F)O)F